4-chloro-3-(pyridin-2-ylmethoxy)aniline ClC1=C(C=C(N)C=C1)OCC1=NC=CC=C1